(S)-6-(3-isopropyl-5-(piperidin-3-yloxy)-1H-indol-2-yl)-8-methyl-[1,2,4]triazolo[1,5-a]pyridine C(C)(C)C1=C(NC2=CC=C(C=C12)O[C@@H]1CNCCC1)C=1C=C(C=2N(C1)N=CN2)C